CO[C@H](C)C[C@H]([C@H](CC=C)C)S(=O)(=O)N(CC1=CC=C(C=C1)OC)CC1=CC=C(C=C1)OC (2R,4R,5S)-2-METHOXY-N,N-BIS(4-METHOXYBENZYL)-5-METHYLOCT-7-ENE-4-SULFONAMIDE